[11CH3]OS(=O)(=O)C(F)(F)F [11C]methyl-triflate